2-(azepan-1-yl)-N-(3-sulfamoylphenyl)-5-(trifluoromethyl)-pyridine-3-carboxamide N1(CCCCCC1)C1=NC=C(C=C1C(=O)NC1=CC(=CC=C1)S(N)(=O)=O)C(F)(F)F